n-butenesulfonic acid C(=CCC)S(=O)(=O)O